((R)-3-methyl-1-((S)-3-phenyl-2-(quinoxaline-2-carboxamido)propionamido)butyl)boronic acid CC(C[C@H](NC([C@H](CC1=CC=CC=C1)NC(=O)C1=NC2=CC=CC=C2N=C1)=O)B(O)O)C